3-(4-((4-aminopiperidin-1-yl)methyl)-1-oxoisoindoline-2-yl)piperidine-2,6-dione NC1CCN(CC1)CC1=C2CN(C(C2=CC=C1)=O)C1C(NC(CC1)=O)=O